DL-β-hydroxymyristic acid CCCCCCCCCCCC(CC(=O)O)O